N-(4-((3,5-Dimethylphenyl)amino)-5-(6-azaspiro[2.5]octan-6-yl)quinazolin-7-yl)-2-hydroxyethane-1-sulfonamide CC=1C=C(C=C(C1)C)NC1=NC=NC2=CC(=CC(=C12)N1CCC2(CC2)CC1)NS(=O)(=O)CCO